(3S)-N-[3-(2-[[(4-methoxyphenyl)methyl](methyl)amino]-6-(morpholin-4-yl)pyridin-4-yl)-4-methylphenyl]-3-(2,2,2-trifluoroethyl)pyrrolidine-1-carboxamide COC1=CC=C(C=C1)CN(C1=NC(=CC(=C1)C=1C=C(C=CC1C)NC(=O)N1C[C@@H](CC1)CC(F)(F)F)N1CCOCC1)C